COC=1C(=NC=C(C1)B1OC(C(O1)(C)C)(C)C)N 3-methoxy-5-(4,4,5,5-tetramethyl-1,3,2-dioxaborolan-2-yl)pyridin-2-amine